C(C)OC(C(=C)C)=O ETHYLMETHACRYLATE